1-geranylazepan-2,5-dione C(\C=C(/C)\CCC=C(C)C)N1C(CCC(CC1)=O)=O